FC=1C(=CC=C2C(=NC=NC12)N1C(CNCC1)(CC#N)OC[C@H]1N(C[C@@H](C1)F)C)C1=CN=CC=2CCCCC12 8-fluoro-2-((((2S,4R)-4-fluoro-1-methylpyrrolidin-2-yl)methoxy)-7-(5,6,7,8-tetrahydroisoquinolin-4-yl)quinazolin-4-ylpiperazin-2-yl)acetonitrile